O1C2=C(OCC1)C=C(C=C2)C=2C=CC=C(C(=O)[O-])C2 5-(2,3-dihydrobenzo[b][1,4]dioxin-6-yl)benzoate